COCCN(C(=O)N1CCN(CC1)C1=CC=C(C=C1)NC(=O)C=1C(NC=CC1NC1=C(C2=C(OCCN2)N=C1)C)=O)C N-(2-methoxyethyl)-N-methyl-4-(4-(4-((8-methyl-2,3-dihydro-1H-pyrido[2,3-b][1,4]oxazin-7-yl)amino)-2-oxo-1,2-dihydropyridine-3-carboxamido)phenyl)piperazine-1-carboxamide